bis(triethoxysilyl)-2,2'-bipyridine C(C)O[Si](OCC)(OCC)C1=C(C(=NC=C1)C1=NC=CC=C1)[Si](OCC)(OCC)OCC